C(C=CC1=CC=CC=C1)C=1C(N=C(NC1O)SCC(=O)NCCC1=CC=C(C=C1)OC)=O 2-((5-cinnamyl-6-hydroxy-4-oxo-1,4-dihydropyrimidin-2-yl)thio)-N-(4-methoxyphenylethyl)acetamide